ClC=1N=C(N2C1C(=CC(=C2)S(NC2(CC2)C)(=O)=O)N2CCN(CC2)C(=O)N(C)CCN(C)C)C=2SC(=NN2)C(F)F 4-(1-chloro-3-(5-(difluoromethyl)-1,3,4-thiadiazol-2-yl)-6-(N-(1-methylcyclopropyl)sulfamoyl)imidazo[1,5-a]pyridin-8-yl)-N-(2-(dimethylamino)ethyl)-N-methylpiperazine-1-carboxamide